Cl.C1(CCC1)OC1=C(SC=C1)CNCC[C@]1(CCOC2(CCCC2)C1)C1=NC=CC=C1 (R)-N-((3-cyclobutoxythiophen-2-yl)methyl)-2-(9-(pyridin-2-yl)-6-oxaspiro[4.5]decan-9-yl)ethylamine hydrochloride